N-[(1R)-1-(3-bromo-2-fluorophenyl)ethyl]-6-(dimethylphosphoryl)-2-methylpyrido[3,4-d]pyrimidin-4-amine BrC=1C(=C(C=CC1)[C@@H](C)NC=1C2=C(N=C(N1)C)C=NC(=C2)P(=O)(C)C)F